(R)-2-((tert-butoxycarbonyl)(methyl)amino)-2-phenylacetic acid C(C)(C)(C)OC(=O)N([C@@H](C(=O)O)C1=CC=CC=C1)C